((((di-tert-butoxyphosphoryl) oxy) methoxy) carbonyl) glycinate NCC(=O)OC(=O)OCOP(=O)(OC(C)(C)C)OC(C)(C)C